5-((Hexahydro-1H-pyrrolizin-7a-yl)methoxy)-2-methyl-N-(1-(naphthalen-1-yl)cyclopropyl)benzamide C1CCN2CCCC12COC=1C=CC(=C(C(=O)NC2(CC2)C2=CC=CC3=CC=CC=C23)C1)C